2-((3'-(4-Cyano-2-fluorobenzyloxy)-2-fluorobiphenyl-4-yl)methyl)-1-(2-methoxyethyl)-1H-benzo[d]imidazole-6-carboxylic acid C(#N)C1=CC(=C(COC=2C=C(C=CC2)C2=C(C=C(C=C2)CC2=NC3=C(N2CCOC)C=C(C=C3)C(=O)O)F)C=C1)F